C(C)(C)(C)OC(=O)N1CC([C@H](CC1)CCOS(=O)(=O)C)(F)F |r| (+-)-3,3-difluoro-4-(2-((methylsulfonyl)oxy)ethyl)piperidine-1-carboxylic acid tert-butyl ester